FC(CN1CCC=2C=C(C=NC2C1)CN1N=C(C(=C1)C(=O)NCC1=C(C(=CC=C1N1N=NC(=C1)C)OC)F)COC)F 1-{[7-(2,2-difluoroethyl)-6,8-dihydro-5H-1,7-naphthyridin-3-yl]methyl}-N-{[2-fluoro-3-methoxy-6-(4-methyl-1,2,3-triazol-1-yl)phenyl]methyl}-3-(methoxymethyl)pyrazole-4-carboxamide